di(2-hydroxyethyl)aminotri(hydroxymethyl)methane OCCN(CCO)C(CO)(CO)CO